2-[6-(4-ethyl-1,11-dioxa-4,8-diazaspiro[5.6]dodecan-8-yl)pyridazin-3-yl]-3,5-dimethylphenol C(C)N1CCOC2(C1)CN(CCOC2)C2=CC=C(N=N2)C2=C(C=C(C=C2C)C)O